N[C@@H]1[C@H](CCCCC1)CC=1C=C2CN(C(C2=CC1)=O)C1C(N(C(CC1)=O)COCC[Si](C)(C)C)=O 3-(5-(((1R,2S)-2-aminocycloheptyl)methyl)-1-oxoisoindolin-2-yl)-1-((2-(trimethylsilyl)ethoxy)methyl)piperidine-2,6-dione